C1(CCCC1)C1=C2C(=NC=C1)C(=C(S2)C2=NC(=NC=C2F)NC2=NC=C(C=C2)N2CCOCC2)C 4-(7-Cyclopentyl-3-methylthieno[3,2-b]pyridin-2-yl)-5-fluoro-N-(5-morpholinopyridin-2-yl)pyrimidin-2-amine